C1(CC1)NC(C1=C(C=C(C=C1OC)C1=CN=C2N1C=CC(=C2)OCC2CC(CC2)(F)F)OC(F)F)=O N-cyclopropyl-4-[7-[(3,3-difluorocyclopentyl)methoxy]imidazo[1,2-a]pyridin-3-yl]-2-(difluoromethoxy)-6-methoxy-benzamide